Methyl 2-((tert-butoxycarbonyl)amino)-5-methoxy-4-(morpholinomethyl)benzoate C(C)(C)(C)OC(=O)NC1=C(C(=O)OC)C=C(C(=C1)CN1CCOCC1)OC